BrC1=CC=C(C(=O)N(C)C2COCC=3NC(C=4C=C(C(=CC4C32)F)F)=O)C=C1 4-Bromo-N-(8,9-difluoro-6-oxo-1,4,5,6-tetrahydro-2H-pyrano[3,4-c]isoquinolin-1-yl)-N-methylbenzamide